C(C)(C)(C)OC(=O)N1C2=C(CC1=O)SC=C2 oxo-5,6-dihydro-4H-thieno[3,2-b]pyrrole-4-carboxylic acid tert-butyl ester